4-{2-[(2R)-2-(2-isopropoxyphenyl)-4-(pyridin-3-yl)piperazin-1-yl]-7-azaspiro[3.5]nonan-7-yl}-N-[(3R)-5-nitro-3-(oxan-4-yl)-3,4-dihydro-2H-1,4-benzoxazin-7-ylsulfonyl]benzamide C(C)(C)OC1=C(C=CC=C1)[C@H]1N(CCN(C1)C=1C=NC=CC1)C1CC2(C1)CCN(CC2)C2=CC=C(C(=O)NS(=O)(=O)C1=CC3=C(N[C@@H](CO3)C3CCOCC3)C(=C1)[N+](=O)[O-])C=C2